(3R,4R,5S)-4-acetamido-5-((naphthalen-1-ylmethyl)amino)-3-(pent-3-oxy)cyclohex-1-ene C(C)(=O)N[C@H]1[C@@H](C=CC[C@@H]1NCC1=CC=CC2=CC=CC=C12)OC(CC)CC